(S)-3-methyl-2-oxo-2,3,5a,6,8,9-hexahydro-1H-imidazo[4',5':5,6]benzo[1,2-b]pyrazino[1,2-d][1,4]oxazine-7(5H)-carboxylic acid tert-butyl ester C(C)(C)(C)OC(=O)N1C[C@@H]2N(C3=C(OC2)C2=C(C=C3)NC(N2C)=O)CC1